5-(8-(1,3-dimethyl-2-oxo-2,3-dihydro-1H-imidazo[4,5-b]pyridin-6-yl)isoquinolin-3-yl)-N-(3-(4-(2,6-dioxopiperidin-3-yl)benzofuran-2-yl)prop-2-yn-1-yl)picolinamide CN1C(N(C2=NC=C(C=C21)C=2C=CC=C1C=C(N=CC21)C=2C=CC(=NC2)C(=O)NCC#CC=2OC1=C(C2)C(=CC=C1)C1C(NC(CC1)=O)=O)C)=O